COC=1C=C(CN2CCCCN3[C@@H]([C@H]([C@@H]3C2)C2=CC=C(C=C2)C#CC=2C=NC=CC2)CO)C=CC1 ((8R,9S,10S)-6-(3-methoxybenzyl)-9-(4-(pyridin-3-ylethynyl)phenyl)-1,6-diazabicyclo[6.2.0]decan-10-yl)methanol